N-(2-(4,4-difluorocyclohexyl)-4-(2,5-difluorophenyl)pyridin-3-yl)-2-ethoxypyrimidine-5-carboxamide FC1(CCC(CC1)C1=NC=CC(=C1NC(=O)C=1C=NC(=NC1)OCC)C1=C(C=CC(=C1)F)F)F